C(C)C(CSCCCCCCCCCCCNCCCCCCCCCCCSCC(CCCC)CC)CCCC Bis(11-((2-ethylhexyl)thio)undecyl)amine